N-[5-(2-Fluorophenyl)-1-(pyridine-3-sulfonyl)-1H-pyrrol-3-ylmethyl]-dimethylamine FC1=C(C=CC=C1)C1=CC(=CN1S(=O)(=O)C=1C=NC=CC1)CN(C)C